C[C@]1(O)[C@H](O)[C@@H](O)[C@H](O)[C@H](O1)CO Methyl-β-D-glucopyranose